4'-((dimethylamino)methyl)-7-ethyl-4-methylspiro[benzo[d][1,3]dioxole-2,1'-cyclohexane]-5-carboxylic acid CN(C)CC1CCC2(CC1)OC1=C(O2)C(=CC(=C1C)C(=O)O)CC